6-ethylsulfanyl-1-[(2,4,5-trifluorophenyl)methyl]-1,3,5-triazine-2,4-dione C(C)SC1=NC(NC(N1CC1=C(C=C(C(=C1)F)F)F)=O)=O